OC1=CC=C(C=C1)C1CCC(CC1)=O 4-(4-hydroxyphenyl)cyclohexane-1-one